3-Fluoro-4-(prop-2-ynyloxy)nitrobenzene FC=1C=C(C=CC1OCC#C)[N+](=O)[O-]